BrC1=C(C=CC=C1)C1=NC(=CC=C1)C1=C(C=CC=C1)Br 2,6-bis(2-bromophenyl)pyridine